C(C=C)(=O)N1C[C@@H]2COC3=C(C(N2CC1)=O)C(=NC(=C3Cl)C3=C(C=CC=C3O)F)N3[C@H](CN(C(C3)=O)CC)C (6aR)-8-acryloyl-4-chloro-1-((S)-4-ethyl-2-methyl-5-oxopiperazin-1-yl)-3-(2-fluoro-6-hydroxyphenyl)-6,6a,7,8,9,10-hexahydro-12H-pyrazino[2,1-c]pyrido[3,4-f][1,4]oxazepin-12-one